(4,7-dichloro-6-(4-(2-(6-hydroxy-2-azaspiro[3.3]heptan-2-yl)ethoxy)phenyl)-2H-indazol-2-yl)-2-((R)-6-fluoro-6,7-dihydro-5H-pyrrolo[1,2-c]imidazol-1-yl)acetic acid ethyl ester C(C)OC(C(C1=C2N(C=N1)C[C@@H](C2)F)N2N=C1C(=C(C=C(C1=C2)Cl)C2=CC=C(C=C2)OCCN2CC1(C2)CC(C1)O)Cl)=O